C(CCCCCC#CC)(=O)O non-7-ynoic acid